((2-oxo-1-phenylpyrrolidin-3-yl) methyl) benzoate C(C1=CC=CC=C1)(=O)OCC1C(N(CC1)C1=CC=CC=C1)=O